1-(methoxy(phenyl)methyl)cyclopropane-1-carbaldehyde COC(C1(CC1)C=O)C1=CC=CC=C1